NC1=NC=CC=C1C1=NC=2C(=NC(=CC2)C2=CC=CC=C2)N1C=1C=CC(=NC1)NC(=O)C1CC2(CC(C2)C(=O)OC)C1 methyl 6-((5-(2-(2-aminopyridin-3-yl)-5-phenyl-3H-imidazo[4,5-b]pyridin-3-yl)pyridin-2-yl)carbamoyl)spiro[3.3]heptane-2-carboxylate